tetra-Butyl-ammonium fluoride [F-].C(CCC)[N+](CCCC)(CCCC)CCCC